N=1N(N=C2C1C=CC=C2)C2=C(C(=CC(=C2)C(C)(C)C)C(C)(C)C)O 2-(2H-benzotriazol-2-yl)-4,6-di-t-butylphenol